ClC1=CC=C(C=C1)[C@@]1(N(C(C2=CC(=CC(=C12)F)C(=O)C=1N=CN(C1)C)=O)CC1=NC=C(C=N1)C#N)O[C@@H]1COCC1 2-{[(1R)-1-(4-chlorophenyl)-7-fluoro-5-(1-methyl-1H-imidazole-4-carbonyl)-3-oxo-1-[(3S)-oxolan-3-yloxy]-2,3-dihydro-1H-isoindol-2-yl]methyl}pyrimidine-5-carbonitrile